2-[(2-fluoro-4-pyridyl)oxymethyl]-6-[4-fluoro-2-(trifluoromethyl)phenyl]imidazo[1,2-a]pyrimidine FC1=NC=CC(=C1)OCC=1N=C2N(C=C(C=N2)C2=C(C=C(C=C2)F)C(F)(F)F)C1